3-ethanesulfonamido-2,6-difluoro-N-[(1R,3S)-3-{[6-fluoro-2-(trifluoromethyl)quinolin-4-yl]amino}cyclohexyl]benzamide C(C)S(=O)(=O)NC=1C(=C(C(=O)N[C@H]2C[C@H](CCC2)NC2=CC(=NC3=CC=C(C=C23)F)C(F)(F)F)C(=CC1)F)F